N[C@H](C=1OC2=C(N1)C=C(C=C2)[C@H](COC)N2C(N[C@@H](C2)C(F)(F)F)=O)C2CCC(CC2)(F)F (S)-1-((R)-1-(2-((S)-amino(4,4-difluorocyclohexyl)methyl)benzo[d]oxazol-5-yl)-2-methoxyethyl)-4-(trifluoromethyl)imidazolidin-2-one